2-[4-[7-(6-fluoro-1-naphthyl)-2-[[(2S)-1-methylpyrrolidin-2-yl]methoxy]-6,8-dihydro-5H-pyrido[3,4-d]pyrimidin-4-yl]piperazin-2-yl]acetonitrile FC=1C=C2C=CC=C(C2=CC1)N1CC=2N=C(N=C(C2CC1)N1CC(NCC1)CC#N)OC[C@H]1N(CCC1)C